ClC1=C(NC2=CC(=CC=C12)C=1C(=NC=NC1C)C)C(=O)N1C[C@H](CC1)C(=O)NCC1=CN=C(S1)Cl (S)-1-(3-chloro-6-(4,6-dimethylpyrimidin-5-yl)-1H-indole-2-carbonyl)-N-((2-chlorothiazol-5-yl)methyl)pyrrolidine-3-carboxamide